(R or S)-5-(2-(3-(ethoxymethyl)-3-(2-(4-fluorothiophen-2-yl)ethyl)pyrrolidin-1-yl)propan-2-yl)-2-methylpyridine C(C)OC[C@]1(CN(CC1)C(C)(C)C=1C=CC(=NC1)C)CCC=1SC=C(C1)F |o1:4|